C(CCCCCCCCCCCCCCC)[Si](OC)(OC)OC Hexadecyl-trimethoxysilan